2-(1-ethyl-1H-pyrazol-5-yl)-6,7,8,9-tetrahydro-5H-benzo[7]annulen-5-amine C(C)N1N=CC=C1C=1C=CC2=C(CCCCC2N)C1